tri(4-methoxyphenyl)phosphonium hexafluorophosphate F[P-](F)(F)(F)(F)F.COC1=CC=C(C=C1)[PH+](C1=CC=C(C=C1)OC)C1=CC=C(C=C1)OC